COC1=C(C(=O)O)C=CC(=C1)[N+](=O)[O-] 2-methoxy-4-nitrobenzoic acid